COC=1N=CC(=NC1)C1=CC=C(C=C1)C1=C2CC[C@H](C2=CC=C1)N1C(C2=CC=CC=C2C1=O)=O 2-{(R)-4-[4-(5-methoxy-pyrazin-2-yl)-phenyl]-indan-1-yl}-isoindole-1,3-dione